(2-chloro-3-(7-chloro-2,4-dioxa-1,2-dihydropteridin-3(4H)-yl)phenyl)-1-methyl-1H-indole-7-carboxamide ClC1=C(C=CC=C1N1ONC2=NC(=CN=C2O1)Cl)C=1N(C2=C(C=CC=C2C1)C(=O)N)C